(R)-(4-fluoro-2-(2-methoxy-7-methylquinoxalin-5-yl)-7,8-dihydro-[1,4]dioxino[2',3':3,4]benzo[1,2-d]thiazol-7-yl)methyl (3-cyanophenyl)carbamate C(#N)C=1C=C(C=CC1)NC(OC[C@@H]1OC2=C(C3=C(N=C(S3)C3=C4N=CC(=NC4=CC(=C3)C)OC)C(=C2)F)OC1)=O